FC1=CC=C2CCCNC2=C1F 7,8-difluoro-3,4-dihydro-1H-quinoline